NC(CC(=O)O)C1=CC(=CC(=C1)Cl)Cl 3-amino-3-(3,5-dichlorophenyl)propionic acid